COC(C1=C(C=C(C=C1)C(C[C@](C(F)(F)F)(O)C1=CC(=CC(=C1)Cl)Cl)=O)C)=O (S)-4-(3-(3,5-dichlorophenyl)-4,4,4-trifluoro-3-hydroxybutyryl)-2-methyl-benzoic acid methyl ester